6-[[(2R,3S,4R,5R)-3-(3,4-Difluoro-2-methoxy-phenyl)-4,5-dimethyl-5-(trifluoromethyl)tetrahydrofuran-2-carbonyl]amino]pyrazin-2-carboxamid FC=1C(=C(C=CC1F)[C@H]1[C@@H](O[C@]([C@@H]1C)(C(F)(F)F)C)C(=O)NC1=CN=CC(=N1)C(=O)N)OC